COC1=CC=C(C=N1)[C@@H](CC(=O)O)N1N=C(C=C1)CCCC1=NC=2NCCCC2C=C1 (R)-3-(6-methoxypyridin-3-yl)-3-(3-(3-(5,6,7,8-tetrahydro-1,8-naphthyridin-2-yl)propyl)-1H-pyrazol-1-yl)propionic acid